(1,4-thiazepan-4-yl)(5-(3-(trifluoromethyl)phenyl)furan-2-yl)methanone S1CCN(CCC1)C(=O)C=1OC(=CC1)C1=CC(=CC=C1)C(F)(F)F